Tert-butyl (3R,4S)-3-fluoro-4-((5-fluoro-4-(3'-methyl-4'-oxo-4',5'-dihydrospiro[cyclopropane-1,6'-thieno[2,3-c]pyrrol]-2'-yl)pyrimidin-2-yl)amino)piperidine-1-carboxylate F[C@@H]1CN(CC[C@@H]1NC1=NC=C(C(=N1)C1=C(C2=C(C3(NC2=O)CC3)S1)C)F)C(=O)OC(C)(C)C